NC1CC(OC(C1OC(C)=O)C)O[C@H]1C[C@@](CC=2C(=C3C(C=4C=CC=C(C4C(C3=C(C12)OC(C)=O)=O)OC)=O)OC(C)=O)(C(COC(C)=O)=O)OC(C)=O (8S,10S)-10-(4-amino-5-acetoxy-6-methyl-tetrahydro-2H-pyran-2-yloxy)-6,8,11-triacetoxy-8-(2-acetoxyacetyl)-1-methoxy-7,8,9,10-tetrahydrotetracene-5,12-dione